1,3-bisaminomethyl-cyclohexane NCC1CC(CCC1)CN